5-(4-isopropoxyphenyl)thio-3-(1-(isobutyl)-1,2,3,6-tetrahydropyridin-4-yl)-1H-indole hydrobromide Br.C(C)(C)OC1=CC=C(C=C1)SC=1C=C2C(=CNC2=CC1)C=1CCN(CC1)CC(C)C